ClC1=CC=C(C=C1)C(=O)C=1N(C2=CC=CC=C2C1\N=N\C1=CC=C(C=C1)C)C (E)-(4-chlorophenyl)(1-methyl-3-(p-tolyldiazenyl)-1H-indol-2-yl)methanone